tricosan-12-yl ((S)-(((2R,3S,5R)-5-(6-amino-2-fluoro-9H-purin-9-yl)-2-ethynyl-3-(((hexyloxy)carbonyl)oxy)tetrahydrofuran-2-yl)methoxy)(phenoxy)phosphoryl)-L-phenylalaninate NC1=C2N=CN(C2=NC(=N1)F)[C@H]1C[C@@H]([C@@](O1)(C#C)CO[P@](=O)(OC1=CC=CC=C1)N[C@@H](CC1=CC=CC=C1)C(=O)OC(CCCCCCCCCCC)CCCCCCCCCCC)OC(=O)OCCCCCC